C1(=CC(=CC=C1)C1=NC(=NC(=N1)Cl)C1=CC(=CC=C1)[Si](C1=CC=CC=C1)(C1=CC=CC=C1)C1=CC=CC=C1)C1=CC=CC=C1 ([1,1'-biphenyl]-3-yl)-4-chloro-6-(3-(triphenylsilyl)phenyl)-1,3,5-triazine